2,3,5,6-tetrafluorophenyl-thio isocyanate FC1=C(C(=C(C=C1F)F)F)SN=C=O